FC=1C(=NC(=NC1)NC1CCC(CC1)C(=O)OC)C1=CC(=CC=C1)N1C(C=CC=C1)=O methyl (1r,4r)-4-((5-fluoro-4-(3-(2-oxopyridin-1(2H)-yl)phenyl)pyrimidin-2-yl)amino)cyclohexane-1-carboxylate